1-Isopropoxy-2-methoxybenzene C(C)(C)OC1=C(C=CC=C1)OC